FC1=C(C=CC=C1)[C@@H]1NCCCC1 (R)-2-(2-fluorophenyl)piperidine